CN1CCC(CC1)C1=CNC2=CC=CC=C12 3-(1-methylpiperidin-4-yl)-1H-indol